C(C1=CC=CC=C1)OC=1N=NC(=CC1)Br 3-(benzyloxy)-6-bromopyridazine